ClC=1C=NC=C(C1C(C)OC=1C=C2C(=NNC2=CC1)C1=NC2=C(N1)CNC2)Cl 5-(1-(3,5-Dichloropyridin-4-yl)ethoxy)-3-(1,4,5,6-tetrahydropyrrolo[3,4-d]imidazol-2-yl)-1H-indazole